N-[(2E)-3-[(3-fluoro-4-methoxyphenyl)(imino)oxo-λ6-sulfanyl]prop-2-en-1-yl]-6-methoxy-2-oxo-1,2,5,6,7,8-hexahydroquinoline-3-carboxamide FC=1C=C(C=CC1OC)S(/C=C/CNC(=O)C=1C(NC=2CCC(CC2C1)OC)=O)(=O)=N